7-(piperazin-1-yl)-2-(4-((6-(trifluoromethyl)pyridin-2-yl)carbamoyl)phenyl)-9,10-dihydro-4H-benzo[d]pyrazolo[1,5-a][1,3]diazepine-3-carboxamide N1(CCNCC1)C1=CC2=C(NC=3N(CC2)N=C(C3C(=O)N)C3=CC=C(C=C3)C(NC3=NC(=CC=C3)C(F)(F)F)=O)C=C1